NCC(CC=C)=C1CN(C1)C1=NC(=NC=2NC3=C(C=C(C=C3C21)F)NC)OC=2C=NC(=NC2)C (e)-4-(3-(1-amino-4-penten-2-ylidene)azetidin-1-yl)-6-fluoro-N-methyl-2-((2-methylpyrimidin-5-yl)oxy)-9H-pyrimido[4,5-b]indol-8-amine